Natrium-Magnesium-Aluminium [Al].[Mg].[Na]